ethyl 3-(3,4-difluorobenzoyl)-1-methyl-1,2,3,6-tetrahydroazepino[4,5-b]indole-5-carboxylate FC=1C=C(C(=O)N2C=C(C=3NC=4C=CC=CC4C3C(C2)C)C(=O)OCC)C=CC1F